C(=O)(OCC1=CC=CC=C1)C(CCC[C@](N([2H])[2H])(C(=O)O)[2H])N ε-CBZ-L-lysine-d3